C(C1CO1)OCCC[Si](O[Si](C)(C)C)(C)C 3-glycidoxypropylpentamethyldisiloxane